tert-butyl 4-[2-methyl-6-(trifluoromethylsulfonyloxy)-3-pyridyl]piperidine-1-carboxylate CC1=NC(=CC=C1C1CCN(CC1)C(=O)OC(C)(C)C)OS(=O)(=O)C(F)(F)F